ClC=1C=C2N=C3CCCCC3=C(C2=CC1)C(CCCN)N 1-(6-chloro-1,2,3,4-tetrahydroacridin-9-yl)butane-1,4-diamine